C(C)NCC.N[C@H](C(=O)N[C@H](C(=O)NCOCC[C@H](C(=O)O)O)C)C (R)-4-(((S)-2-((S)-2-aminopropanamido)propanamido)methoxy)-2-hydroxybutanoic acid diethylamine salt